octadecyl-4-hydroxy-3,5-dimethylbenzyl thioglycolate C(CS)(=O)OC(C1=CC(=C(C(=C1)C)O)C)CCCCCCCCCCCCCCCCCC